3-[[5-[3-(Difluoromethoxy)-4-fluoro-phenyl]-2-methyl-3-pyridyl]methyl]-1,3-oxazinan-2-one FC(OC=1C=C(C=CC1F)C=1C=C(C(=NC1)C)CN1C(OCCC1)=O)F